C(C)(C)(C)OC(C1=C(N=C(C=C1)N1N=C(C=C1)OCC1(CCC1)C(F)(F)F)Cl)=O 2-chloro-6-[3-(1-trifluoromethyl-cyclobutylmethoxy)-pyrazol-1-yl]-nicotinic acid tert-butyl ester